FC(C(=O)O)(F)F.N[C@H](C(=O)N1[C@@H](CC2(CC2)CC1)C(=O)O)C(C)(C)C (S)-6-((S)-2-amino-3,3-dimethylbutanoyl)-6-azaspiro[2.5]octane-5-carboxylic acid trifluoroacetic acid salt